N1CC(C1)C=1C=C2C(=NC=NC2=CC1)OC1=C(C(=C(C=C1)F)Cl)F 6-(azetidin-3-yl)-4-(3-chloro-2,4-difluoro-phenoxy)quinazoline